3-(4-(2-(2,6-Dioxopiperidin-3-yl)-3-oxoisoindolin-5-yl)piperidin-1-yl)propanoic acid O=C1NC(CCC1N1CC2=CC=C(C=C2C1=O)C1CCN(CC1)CCC(=O)O)=O